methyl 4-amino-2,6-dimethoxybenzoate NC1=CC(=C(C(=O)OC)C(=C1)OC)OC